methyl 3-(9-((4-(methoxycarbonyl)phenyl)carbamoyl)-4,5-dihydrobenzo[b]thieno[2,3-d]oxepin-8-yl)-6-(propylcarbamoyl)picolinate COC(=O)C1=CC=C(C=C1)NC(=O)C1=CC2=C(OCCC3=C2SC=C3)C=C1C=1C(=NC(=CC1)C(NCCC)=O)C(=O)OC